5-(methoxycarbonyl)benzene-2-carboxylic acid COC(=O)C=1C=CC(=CC1)C(=O)O